silicon aluminum-manganese [Mn].[Al].[Si]